Cl.FC(C1CNCCC1)F 3-(difluoromethyl)piperidine hydrochloride